2-(3-(Azepan-4-yl)-1H-pyrrolo[2,3-c]pyridin-1-yl)-5-fluoro-N-isopropyl-N-methylbenzamide N1CCC(CCC1)C1=CN(C2=CN=CC=C21)C2=C(C(=O)N(C)C(C)C)C=C(C=C2)F